(1r,4r)-N,N-dibenzyl-4-(difluoromethoxy)cyclohexylamine C(C1=CC=CC=C1)N(CC1=CC=CC=C1)C1CCC(CC1)OC(F)F